FC(C1(CC1)C#N)(F)F 1-(trifluoromethyl)cyclopropanecarbonitrile